FC1=CC=C(C=C1)C=1N=C(NC1C1=CC=NC=C1)C1=CC=C(C=C1)S(=O)C 4-(4-Fluorophenyl)-2-(4-methylsulfinyl-phenyl)-5-(4-pyridyl)1H-imidazole